ClC=1C=C(C=CC1F)S(=O)(=O)N1CCC(CC1)C(=O)NC=1SC2=C(N1)C=C(C=C2C)C 1-((3-Chloro-4-fluorophenyl)sulfonyl)-N-(5,7-dimethylbenzo[d]thiazol-2-yl)piperidine-4-carboxamide